2,3',4,4',6-Pentahydroxystilben OC1=C(C(=CC(=C1)O)O)C=CC1=CC(=C(C=C1)O)O